S1N=CC(=C1)N(C=1SC(=C(N1)C(=O)NC1CCC12CCCC2)C)C(COC)=O 2-[isothiazol-4-yl-(2-methoxyacetyl)amino]-5-methyl-N-spiro[3.4]octan-3-yl-thiazole-4-carboxamide